ClC1=CC(=C(C=C1)N(C(=O)C=1C=CC=2N(C1)C(=CN2)C=2C=CC(=NC2)NC(OC)=O)C)F methyl N-[5-[6-[(4-chloro-2-fluoro-phenyl)-methyl-carbamoyl]imidazo[1,2-a]pyridin-3-yl]-2-pyridyl]carbamate